OC1(C2N(C3=CC(=CC=C3C23CCN2CC=CC(C1)C32)OC)C)C(=O)[O-] 10-hydroxy-5-methoxy-8-methyl-8,16-diazapentacyclo[10.6.1.01,9.02,7.016,19]nonadeca-2,4,6,13-tetraene-10-carboxylate